ClC(/C=C(\C(F)(F)F)/C(Cl)Cl)C(F)(F)F (E)-4-chloro-2-(dichloromethyl)-1,1,1,5,5,5-hexafluoropent-2-ene